tert-butyl (3-(2-((4-(5-benzamido-1-methyl-1H-pyrazol-3-yl)phenyl)carbamoyl)phenyl)propyl)carbamate C(C1=CC=CC=C1)(=O)NC1=CC(=NN1C)C1=CC=C(C=C1)NC(=O)C1=C(C=CC=C1)CCCNC(OC(C)(C)C)=O